FC(C1=CC2=C(N=C(S2)OC2CCN(CC2)C(=O)OC(C)(C)C)C=C1)(F)F tert-butyl 4-((6-(trifluoromethyl)benzo[d]thiazol-2-yl)oxy)piperidine-1-carboxylate